FC1=CC=C(C=C1)C(CN1C(C2=CC=CC=C2C1=O)=O)O 2-(2-(4-fluorophenyl)-2-hydroxyethyl)isoindoline-1,3-dione